(S)-2-((((9H-fluoren-9-yl)methoxy)carbonyl)amino)-5,5,5-trifluoropentanoic acid C1=CC=CC=2C3=CC=CC=C3C(C12)COC(=O)N[C@H](C(=O)O)CCC(F)(F)F